2-amino-7-methoxy-1H-indole-3,5-dicarboxamide NC=1NC2=C(C=C(C=C2C1C(=O)N)C(=O)N)OC